(4R)-4-methyl-2-phenyl-1,3-dioxane C[C@H]1OC(OCC1)C1=CC=CC=C1